N-{2-[(4-{[2-(dimethylamino)ethyl](methyl)amino}phenyl)amino]-5-ethynylpyrido[2,3-d]pyrimidin-7-yl}acetamide CN(CCN(C1=CC=C(C=C1)NC=1N=CC2=C(N1)N=C(C=C2C#C)NC(C)=O)C)C